CO[Si](C(C)C(C[Si](O[Si](C)(C)N(CC)CC)(C)C)[SiH2]CNCCC[Si](OC)(OC)OC)(OC)OC 1-trimethoxysilylethyl-3-(diethylamino)(trimethoxysilylpropylamino)methylsilylethyl-1,1,3,3-tetramethyldisiloxane